BrC=1C=C(C=CC1OC)N1C=CC2=C1N=C(N=C2)N 7-(3-bromo-4-methoxyphenyl)-7H-pyrrolo[2,3-d]pyrimidin-2-amine